2-((3-(4-bromophenyl)-8-((1-methyl-1H-pyrazol-4-yl)methyl)-1,4,8-triazaspiro[4.5]deca-1,3-dien-2-yl)thio)-N-(quinolin-3-yl)acetamide BrC1=CC=C(C=C1)C=1C(=NC2(N1)CCN(CC2)CC=2C=NN(C2)C)SCC(=O)NC=2C=NC1=CC=CC=C1C2